3-((2-cyanobenzyl)oxy)-N-methoxy-N-methylbenzamide C(#N)C1=C(COC=2C=C(C(=O)N(C)OC)C=CC2)C=CC=C1